methyl 3-hydroxy-2-(naphthalene-2-yl)propanoate OCC(C(=O)OC)C1=CC2=CC=CC=C2C=C1